COC1=CC=C(CCl)C=C1 p-methoxybenzylchloride